C(C)(C)(C)NS(=O)(=O)C=1C=C(OCCN(C(OC(C)(C)C)=O)C)C=CC1C1=CN=C(S1)[C@@H]1CC[C@H](CC1)NC(=O)OC(C)C tert-butyl (2-(3-(N-(tert-butyl)sulfamoyl)-4-(2-(trans-4-((isopropoxycarbonyl)amino)cyclohexyl)thiazol-5-yl)phenoxy)ethyl)(methyl)carbamate